N-(4-((5-(benzyloxy)-2-(4-methoxyphenyl)-3-methyl-1H-indol-1-yl)methyl)phenethyl)cyclohexanamine C(C1=CC=CC=C1)OC=1C=C2C(=C(N(C2=CC1)CC1=CC=C(CCNC2CCCCC2)C=C1)C1=CC=C(C=C1)OC)C